ClC=1C(=C(C(=CC1)C=1C=NN(C1)C(F)F)C1=CC(=NC=N1)O)F 6-(3-chloro-6-(1-(difluoromethyl)-1H-pyrazol-4-yl)-2-fluorophenyl)pyrimidin-4-ol